FC(CN1C(=NC=2C1=NC(=CC2)C=2C=CN1N=C(N=CC12)NC1CCN(CC1)C1COC1)C)F 5-[3-(2,2-difluoroethyl)-2-methylimidazo[4,5-b]pyridin-5-yl]-N-[1-(oxetan-3-yl)piperidin-4-yl]pyrrolo[2,1-f][1,2,4]triazin-2-amine